1-cyano-N-(1-(4-cyano-3-(2-methoxyethoxy)phenyl)-1H-imidazol-4-yl)pyrrolidine-3-carboxamide C(#N)N1CC(CC1)C(=O)NC=1N=CN(C1)C1=CC(=C(C=C1)C#N)OCCOC